CC1=CC=C2CCC(NC2=C1)=O 7-methyl-3,4-dihydroquinolin-2(1H)-one